C1(=CC=CC=C1)C1=CC=C(C=2NN=NC21)C2=CC=CC=C2 4,7-diphenylbenzotriazole